1H-benzo[d][1,2,3]triazole-7-carboxylic acid N1N=NC2=C1C(=CC=C2)C(=O)O